S(=O)(=O)([O-])CCCOC(C=C)=O 3-sulfonatopropylacrylat